2-((9-(3-butyl-3H-diazirin-3-yl)nonanoyl)oxy)-3-(tetradecanoyloxy)propyl (2-(trimethylammonio)ethyl) phosphate P(=O)(OCC(COC(CCCCCCCCCCCCC)=O)OC(CCCCCCCCC1(N=N1)CCCC)=O)(OCC[N+](C)(C)C)[O-]